C(C1=CC=CC=C1)N(CC(CO)F)CC1=CC=CC=C1 3-(DIBENZYLAMINO)-2-FLUORO-PROPAN-1-OL